(S)-2-(3-Isopropyl-1-methyl-4-oxo-1,4-dihydro-5H-pyrazolo[3,4-d]pyridazin-5-yl)-N-(1-(4-(trifluoromethoxy)phenyl)ethyl)acetamid C(C)(C)C1=NN(C=2C=NN(C(C21)=O)CC(=O)N[C@@H](C)C2=CC=C(C=C2)OC(F)(F)F)C